tantalum-palladium-tantalum [Ta].[Pd].[Ta]